dioctyltin bis-(3-hydroxybutyrate) OC(CC(=O)[O-])C.OC(CC(=O)[O-])C.C(CCCCCCC)[Sn+2]CCCCCCCC